6-(6-(trifluoromethyl)pyridin-2-yl)-N-(2-(trifluoromethyl)pyridin-4-yl)-1,3,5-triazin-2-amine FC(C1=CC=CC(=N1)C1=NC=NC(=N1)NC1=CC(=NC=C1)C(F)(F)F)(F)F